(7-chloro-2-hydroxyquinolin-4-yl)(morpholinyl)methanone ClC1=CC=C2C(=CC(=NC2=C1)O)C(=O)N1CCOCC1